(3S)-tetrahydrofuran-3-ylcarbinol O1C[C@@H](CC1)CO